C(#N)C1=CC(=CC=2N=C(OC21)C=2C(=C(C=CC2)C2=C(C(=CC=C2)NC=2N=CC=C1C=C(C=NC21)CN2C[C@@H](CC2)C)C)C)CN[C@H](CO)C (R)-1-((8-(3'-(7-cyano-5-(((S)-1-hydroxypropan-2-ylamino)methyl)benzo[d]oxazol-2-yl)-2,2'-dimethyl-biphenyl-3-ylamino)-1,7-naphthyridin-3-yl)methyl)-3-methylpyrrolidine